BrC=1C=C2C=CC(=C(C2=CC1)N1C(C=CC1=O)=O)C(C)C 1-(6-bromo-2-isopropylnaphthalen-1-yl)-1H-pyrrole-2,5-dione